5-(5-bromo-4-fluoro-1,1-dioxidobenzo[d]isothiazol-2(3H)-yl)piperidin-2-one BrC=1C=CC2=C(CN(S2(=O)=O)C2CCC(NC2)=O)C1F